ClC=1NS(C2=C(N1)C(=CC=C2)I)(=O)=O 3-chloro-5-iodo-2H-benzo[e][1,2,4]thiadiazine 1,1-dioxide